2-{[(2S)-1-amino-3-(4-iodophenyl)-1-oxopropan-2-yl]carbamoyl}-1,4-oxazepane-4-carboxylate NC([C@H](CC1=CC=C(C=C1)I)NC(=O)C1OCCCN(C1)C(=O)[O-])=O